FC1=C(OP(=O)(OC2=CC=CC=C2)N[C@@H](C)C(=O)OCCC(CC)(C)C)C(=C(C(=C1F)F)F)F 3,3-dimethylpentyl ((perfluorophenoxy)(phenoxy) phosphoryl)-L-alaninate